COC=1C=C(C=CC1OC)C=1NC2=CC=C(C=C2C1C(C)C)C1CCN(CC1)C(CN1CCN(CCC1)C)=O 1-(4-(2-(3,4-dimethoxyphenyl)-3-isopropyl-1H-indol-5-yl)piperidin-1-yl)-2-(4-methyl-1,4-diazepan-1-yl)ethan-1-one